ClC=1C=CC2=C(N=C(O2)C2CC3(CC(C3)NC(=O)C3=CC(=NC=C3)C(F)(F)F)C2)C1 N-[6-(5-chloro-1,3-benzoxazol-2-yl)spiro[3.3]heptan-2-yl]-2-(trifluoromethyl)pyridine-4-carboxamide